3-(4-pyridazin-3-ylpyridazin-1-ium-1-yl)propanoic acid hydrogensulfate S(=O)(=O)(O)[O-].N1=NC(=CC=C1)C1=CN=[N+](C=C1)CCC(=O)O